C1=CC=CC=2C3=CC=CC=C3C(C12)COC(=O)N([C@@H](C(C)C)C(=O)O)C(=O)OCC1C2=CC=CC=C2C=2C=CC=CC12 di(((9H-fluoren-9-yl)methoxy)carbonyl)-L-valine